6-(2,3-dichloro-6-hydroxyphenyl)-2-(1-isopropylpiperidin-4-yl)-2,5,6,7-tetrahydro-3H-pyrrolo[2,1-c][1,2,4]triazol-3-one ClC1=C(C(=CC=C1Cl)O)C1CC2=NN(C(N2C1)=O)C1CCN(CC1)C(C)C